3-(2-((L-valyl)oxy)-2,2-diphenylacetoxy)spiro[bicyclo[3.2.1]octane-8,1'-pyrrolidin]-8-ium chloride HCl salt Cl.[Cl-].N[C@@H](C(C)C)C(=O)OC(C(=O)OC1CC2CCC(C1)[N+]21CCCC1)(C1=CC=CC=C1)C1=CC=CC=C1